ClC1=C2C=NNC2=CC(=C1)NC(=O)C1=NN(C(=CC1=O)C)C1=CC=CC=C1 N-(4-chloro-1H-indazol-6-yl)-6-methyl-4-oxo-1-phenyl-1,4-dihydropyridazine-3-carboxamide